CC1C(C1)C(C)=O 1-(2-methylcyclopropyl)ethanone